5-(2-bromophenyl)-7-chloroimidazo[1,2-a]Quinoxaline-4(5H)-on BrC1=C(C=CC=C1)N1C(C=2N(C3=CC=C(C=C13)Cl)C=CN2)=O